4-(6-(4-(morpholine-4-carbonyl)phenyl)imidazo[2,1-b]thiazol-3-yl)benzonitrile N1(CCOCC1)C(=O)C1=CC=C(C=C1)C=1N=C2SC=C(N2C1)C1=CC=C(C#N)C=C1